ClC1=C(C(=O)N2COC3=C(C2)C=CC=C3C3=CC(=C(C(=O)O)C=C3F)N3C2COCC3CC2)C(=CC(=C1)N1CC2(C1)COCC2)Cl 4-[3-[2,6-Dichloro-4-(6-oxa-2-azaspiro[3.4]octan-2-yl)benzoyl]-2,4-dihydro-1,3-benzoxazin-8-yl]-5-fluoro-2-(3-oxa-8-azabicyclo[3.2.1]octan-8-yl)benzoic acid